tert-butyl (S)-4-(1-oxo-1-((4-(piperidin-1-ylsulfonyl)phenyl)amino)propan-2-yl)piperazine-1-carboxylate O=C([C@H](C)N1CCN(CC1)C(=O)OC(C)(C)C)NC1=CC=C(C=C1)S(=O)(=O)N1CCCCC1